Cl.CC(C[C@H](C)N)C (2S)-4-methyl-2-pentanamine hydrochloride